4-[1-(oxan-2-yl)pyrazol-4-yl]benzoic acid O1C(CCCC1)N1N=CC(=C1)C1=CC=C(C(=O)O)C=C1